BrC=1C(=C(/C=C/C2=C(C(=C(C=O)C(=C2)OCC)F)Cl)C=CC1)C (E)-4-(3-bromo-2-methylstyryl)-3-chloro-6-ethoxy-2-fluorobenzaldehyde